C(C)(C)(C)OC(=O)N1C2CN(CC1CC2)C=2C1=C(N=C(N2)OC[C@@H]2N(CCC2)C)CNCC1 3-(2-(((R)-1-methylpyrrolidin-2-yl)methoxy)-5,6,7,8-tetrahydropyrido[3,4-d]pyrimidin-4-yl)-3,8-diazabicyclo[3.2.1]octane-8-carboxylic acid tert-butyl ester